(R)-2-(2-methylpiperidin-1-yl)-5-(trifluoromethyl)aniline C[C@H]1N(CCCC1)C1=C(N)C=C(C=C1)C(F)(F)F